7Z,10Z-Hexadecadienal C(C=CC=CCCCCCCCCCCC)=O